3'-((4-cyano-2-fluorobenzyl)oxy)-3-fluoro-5'-methoxy-[1,1'-biphenyl] C(#N)C1=CC(=C(COC=2C=C(C=C(C2)OC)C2=CC(=CC=C2)F)C=C1)F